C[C@H]1OC2=CN=CC(C3=NN(C=4C=CC(O[C@H](COCC1)C)=CC34)C3OCCCC3)=C2 (8R,13S)-8,13-dimethyl-19-(oxan-2-yl)-7,11,14-trioxa-4,19,20-triazatetracyclo[13.5.2.12,6.018,21]tricosa-1(20),2(23),3,5,15(22),16,18(21)-heptaene